C(CCCCC\C=C/CCCCCCCC)C1OC(CN(C1)CCO)CCCCCC(=O)OC(CCCCCCC(C)C)CCCCCCCC 8-methyl-1-octylnonyl 6-{6-[(Z)-7-hexadecenyl]-4-(2-hydroxyethyl)-2-morpholinyl}hexanoate